trans-1-Hexanal C(CCCCC)=O